ClC=1C=CC(=NC1C(F)(F)F)C=O 5-chloro-6-(trifluoromethyl)pyridinecarbaldehyde